C1(CCCCC1)NC(C(=O)N1[C@@H]([C@@H]2[C@H](C1)CCC2)C(=O)N[C@@H](C[C@H]2C(NCC2)=O)C(COC(F)(F)F)=O)=O (1S,3aR,6aS)-2-(2-(cyclohexylamino)-2-oxoacetyl)-N-((S)-3-oxo-1-((S)-2-oxopyrrolidin-3-yl)-4-(trifluoromethoxy)butan-2-yl)octahydrocyclopenta[c]pyrrole-1-carboxamide